1-(7-((6-(trifluoromethyl)pyridin-2-yl)oxy)-3,4-dihydroisoquinolin-2(1H)-yl)prop-2-en-1-one FC(C1=CC=CC(=N1)OC1=CC=C2CCN(CC2=C1)C(C=C)=O)(F)F